F[P-](F)(F)(F)(F)F.N1(N=NC2=C1C=CC=C2)O[P+](N2CCCC2)(N2CCCC2)N2CCCC2 benzotriazole-1-oxytris(pyrrolidino)phosphonium hexafluorophosphate